CNC(=O)C1=NC(=CC=C1)C(F)(F)F N-methyl-6-(trifluoromethyl)pyridine-2-carboxamide